C(C)(C)(C)OC(=O)N1C2CC(C(C1CO)C)C2 trans-3-(hydroxymethyl)-4-methyl-2-azabicyclo[3.1.1]heptane-2-carboxylic acid tert-butyl ester